Cl.BrCCCCN 4-bromobutan-1-amine hydrochloride